Tert-butyl 4-(5-((E)-2-(6-((2R,4S)-2-(2,5-difluorophenyl)-4-fluoropyrrolidin-1-yl) imidazo[1,2-b]pyridazin-3-yl) ethenyl) pyrazin-2-yl)-3-carbonylpiperazine-1-carboxylate FC1=C(C=C(C=C1)F)[C@@H]1N(C[C@H](C1)F)C=1C=CC=2N(N1)C(=CN2)/C=C/C=2N=CC(=NC2)N2C(CN(CC2)C(=O)OC(C)(C)C)=C=O